Naphthalen-2-Ol C1=C(C=CC2=CC=CC=C12)O